N2,N2-dimethyl-1,2,3,4-tetrahydronaphthalene-2,6-diamine CN(C1CC2=CC=C(C=C2CC1)N)C